NC1=C2C(=NC=N1)N(N=C2C2=CC=C(C=C2)CNC(C2=C(C=CC(=C2)F)OC)=O)C[C@@H]2[C@@H](CCC2)CN(C(=O)N2N=CN=C2)C N-(((1R,2S)-2-((4-amino-3-(4-((5-fluoro-2-methoxybenzamido)methyl)phenyl)-1H-pyrazolo[3,4-d]pyrimidin-1-yl)methyl)cyclopentyl)methyl)-N-methyl-1H-1,2,4-triazole-1-carboxamide